ClC=1C=C(C=CC1F)C1=NN=C(S1)CSC1=CC(=C(OC(C(=O)OCC)(C)C)C=C1)C ethyl 2-(4-(((5-(3-chloro-4-fluorophenyl)-1,3,4-thiadiazol-2-yl)methyl)thio)-2-methylphenoxy)-2-methylpropanoate